6-(2-chloroethyl)-2-oxa-6-azaspiro[3.3]heptane ClCCN1CC2(COC2)C1